[Cl-].C(C(=C)C)(=O)OCC(COC(C(=C)C)=O)OC(=O)C1=C(C=CC=C1)C=1C2=CC=C(C=C2[O+]=C2C=C(C=CC12)N(CC)CC)N(CC)CC 9-(2-(((1,3-bis(methacryloyloxy)propan-2-yl)oxy)carbonyl)phenyl)-3,6-bis(diethylamino)xanthylium chloride